CN1C(N(C2=NC(=NC=C12)NC=1C(=CC=2N(C1)C=NN2)C)C2CCOCC2)=O 7-methyl-2-((7-methyl-[1,2,4]triazolo[4,3-a]pyridin-6-yl)amino)-9-(tetrahydro-2H-pyran-4-yl)-7,9-dihydro-8H-purin-8-one